C[C@H]1[C@H]([C@H]([C@@H]([C@@H](O1)O[C@@H]2[C@H]([C@H]([C@H](O[C@H]2O[C@@H]3[C@H](O[C@H]([C@@H]([C@H]3O)NC(=O)C)O)CO)CO)O[C@@H]4[C@@H]([C@H]([C@H]([C@H](O4)CO)O)O)O)O)O)O)O The molecule is an amino tetrasaccharide in which an alpha-L-fucosyl residue is linked (1->2) to the middle galactosyl residue of an alpha-D-galactosyl-(1->4)-beta-D-galactosyl-(1->4)-N-acetyl-beta-D-glucosamine trisaccharide. It has a role as an epitope. It is an amino tetrasaccharide and a glucosamine oligosaccharide.